FC=1C=C(C=CC1)C=1C=C(C=NC1OC1=CC(=CC=C1)C(F)(F)F)C(=O)O 5-(3-Fluorophenyl)-6-[3-(trifluoromethyl)phenoxy]pyridine-3-carboxylic acid